4-amino-1-((3S)-1-(2,3-dihydroxypropionyl)piperidin-3-yl)-3-(4-phenoxyphenyl)-1H-imidazo[4,5-c]pyridin-2(3H)-one NC1=NC=CC2=C1N(C(N2[C@@H]2CN(CCC2)C(C(CO)O)=O)=O)C2=CC=C(C=C2)OC2=CC=CC=C2